5-((1-(piperidin-4-yl)indolin-4-yl)thio)pyrazin N1CCC(CC1)N1CCC2=C(C=CC=C12)SC=1N=CC=NC1